3-(6-ethoxypyrazin-2-yl)bicyclo[1.1.1]pentane-1-carboxylic acid C(C)OC1=CN=CC(=N1)C12CC(C1)(C2)C(=O)O